NC1=NC2=CN=C(C=C2C=C1C)C(=O)N(CC1=NC=C(C=C1)C(F)(F)F)CC(C)C 2-amino-3-methyl-N-(2-methylpropyl)-N-((5-(trifluoromethyl)-2-pyridinyl)methyl)-1,7-naphthyridine-6-carboxamide